C(CO)(=O)N[C@@H]1[C@H](CC(C(=O)O)(O)O[C@H]1[C@H](O)[C@H](O)CO)O 3,5-dideoxy-5-(glycoloylamino)-D-glycero-D-galacto-non-2-ulopyranosonic acid